(αS)-α-(aminomethyl)-α-(4-chlorophenyl)-4-(1H-pyrazol-4-yl)phenethyl alcohol NC[C@](CC1=CC=C(C=C1)C=1C=NNC1)(C1=CC=C(C=C1)Cl)O